O=C1OC2=C(C(N1)=O)C=CC=C2 2,4-dioxo-1,3-benzoxazin